(R)-N-(1-(3-bromophenyl)ethyl)-6-methoxy-2-methyl-7-((7-(4-(trifluoromethyl)-piperidin-1-yl)heptyl)oxy)quinazolin-4-amine BrC=1C=C(C=CC1)[C@@H](C)NC1=NC(=NC2=CC(=C(C=C12)OC)OCCCCCCCN1CCC(CC1)C(F)(F)F)C